N-{4-chloro-2-fluoro-3-[6-oxo-4-(trifluoromethyl)-1,6-dihydropyrimidin-2-yl]benzyl}isobutyramide ClC1=C(C(=C(CNC(C(C)C)=O)C=C1)F)C=1NC(C=C(N1)C(F)(F)F)=O